tert-butyl ((3R,6S)-6-(5-(methylthio)-1,3,4-thiadiazol-2-yl)tetrahydro-2H-pyran-3-yl)carbamate CSC1=NN=C(S1)[C@@H]1CC[C@H](CO1)NC(OC(C)(C)C)=O